C[C@@H]1C(C[C@H](NC1)C=1C=NC(=CC1)C)=O |r| rac-(2S,5S)-5-methyl-2-(6-methyl-3-pyridyl)piperidin-4-one